ClC1=CC(=C(C=C1)N1N=NC(=C1CN1N=CC(=CC1=O)C1=CC=C(C=C1)OC)C)F 2-[[3-(4-chloro-2-fluoro-phenyl)-5-methyl-triazol-4-yl]methyl]-5-(4-methoxyphenyl)pyridazin-3-one